BrC1=C2CCN(C(C2=CC(=C1)CN1C(=NC=C1)NC)=O)CC1=NN(C(=C1)OCC)C 5-bromo-2-((5-ethoxy-1-methyl-1H-pyrazol-3-yl)methyl)-7-((2-(methylamino)-1H-imidazol-1-yl)methyl)-3,4-dihydroisoquinolin-1(2H)-one